COC(=O)C1CC(=NN1C1=CC=C(C=C1)OC(F)(F)F)C1=CC=CC=C1 3-phenyl-1-(4-trifluoromethoxyphenyl)-4,5-dihydro-1H-pyrazole-5-carboxylic acid methyl ester